2-[3,5-dichloro-4-[[4-hydroxy-3-(3,4,5-trifluorophenyl)phenyl]methyl]phenoxy]acetic acid ClC=1C=C(OCC(=O)O)C=C(C1CC1=CC(=C(C=C1)O)C1=CC(=C(C(=C1)F)F)F)Cl